amino-2-fluorobenzoic acid NC=1C(=C(C(=O)O)C=CC1)F